C1C(CC2=CC=CC=C12)NC(=O)C1=C(N=C2SC=CN21)C(=O)NCCNC(OC(C)(C)C)=O Tert-butyl (2-(5-((2,3-dihydro-1H-inden-2-yl)carbamoyl)imidazo[2,1-b]thiazole-6-carboxamido)ethyl)carbamate